tert-Butyl 3-(3-(4-(bromomethyl)phenyl)-2-oxoimidazolidin-1-yl)-2,6-dioxopiperidine-1-carboxylate BrCC1=CC=C(C=C1)N1C(N(CC1)C1C(N(C(CC1)=O)C(=O)OC(C)(C)C)=O)=O